N1(CCC[C@H]2CCC3=CC=CN=C3[C@@H]12)C[C@@H]1NCC2=CC=CC(=C2C1)N1C(COCC1)=O 4-((R)-3-(((4aR,10bS)-3,4,4a,5,6,10b-hexahydro-1,10-phenanthrolin-1(2H)-yl)methyl)-1,2,3,4-tetrahydroisoquinolin-5-yl)morpholin-3-one